(((4-bromo-2,5-dimethoxyphenethyl)amino)methyl)phenol BrC1=CC(=C(CCNCC2=C(C=CC=C2)O)C=C1OC)OC